diethyl-3-(pivaloyloxy)prop-1-en-2-amine oxide C(C)C(=C(COC(C(C)(C)C)=O)[NH2]=O)CC